N-((1,2,3,5,6,7-hexahydro-s-indacen-4-yl)carbamoyl)-5-(2-hydroxypropan-2-yl)-1-phenyl-1H-pyrazole-3-sulfonamide C1CCC2=C(C=3CCCC3C=C12)NC(=O)NS(=O)(=O)C1=NN(C(=C1)C(C)(C)O)C1=CC=CC=C1